FC1=C(C=CC(=C1)F)C1=CC(=NO1)C(=O)NC1(CN(C1)CC(C)C)CC(=O)NC(C)(C)C1=CC(=NC=C1)C 5-(2,4-difluorophenyl)-N-(1-isobutyl-3-(2-((2-(2-methylpyridin-4-yl)propan-2-yl)amino)-2-oxoethyl)azetidin-3-yl)isoxazole-3-carboxamide